C(C)(C)(C)N(C(O)=O)S(NC(=O)C1CCC(CC1)C1=CC=C(C=C1)NC(=O)N1CC2=CC=CC(=C2C1)F)(=O)=O.ClC=1C=CC(=C(N)C1)N1CCOC2(C1)CCOCC2 5-chloro-2-{1,9-dioxa-4-azaspiro[5.5]undec-4-yl}aniline TERT-BUTYL-(N-((1R,4R)-4-(4-(4-FLUOROISOINDOLINE-2-CARBOXAMIDO)PHENYL)CYCLOHEXANE-1-CARBONYL)SULFAMOYL)CARBAMATE